C(CCCCCCCCCCCCCC)OCC(=O)OC1=C(CC2=CC(=C(C=C12)OC)OC)CC1CCN(CC1)CC1=CC=CC=C1 2-((1-benzylpiperidin-4-yl)methyl)-5,6-dimethoxy-1H-inden-3-yl 2-(pentadecyloxy)acetate